FC1(CC12CCC(CC2)=O)F 2,2-difluorospiro[2.5]octan-6-one